phenoxasilin C1=CC=CC=2OC3=CC=CC=C3[SiH2]C12